tert-butyl (3R)-4-((1-(3-(2,6-dioxopiperidin-3-yl)-1-methyl-1H-indazol-7-yl) piperidin-4-yl) methyl)-3-methylpiperazine-1-carboxylate O=C1NC(CCC1C1=NN(C2=C(C=CC=C12)N1CCC(CC1)CN1[C@@H](CN(CC1)C(=O)OC(C)(C)C)C)C)=O